ClC=1C(N(C(=CC1OCC1=NC=C(C=C1F)F)C)C1=CC(=NC=C1C)C1=NC(=NC=C1)C(C(=O)O)(C)C)=O 2-(4-(3-chloro-4-((3,5-difluoropyridin-2-yl)methoxy)-5',6-dimethyl-2-oxo-2H-[1,4'-bipyridin]-2'-yl)pyrimidin-2-yl)-2-methylpropanoic acid